2-(2-((7-chloro-1,2,3,4-tetrahydroisoquinolin-6-yl)amino)-5-(trifluoromethyl)pyrimidin-4-yl)-6,7-dihydrothieno[3,2-c]pyridin-4(5H)-one ClC1=C(C=C2CCNCC2=C1)NC1=NC=C(C(=N1)C1=CC=2C(NCCC2S1)=O)C(F)(F)F